CC(C(=O)OCCCCCCOC1=CC=C(C(=O)O)C=C1)=C 4-[6-(2-methylprop-2-enoyloxy)hexoxy]benzoic acid